6-cyclobutoxy-4-(3-(4-(cyclopropanecarbonyl)octahydropyrrolo[3,2-b]pyrrole-1-carbonyl)-4-fluorobenzyl)phthalazin-1(2H)-one C1(CCC1)OC=1C=C2C(=NNC(C2=CC1)=O)CC1=CC(=C(C=C1)F)C(=O)N1C2C(CC1)N(CC2)C(=O)C2CC2